(2-(((2-aminoethyl)(methyl)-amino)methyl)-3-(4,4-bis-(methoxymethyl)cyclohexyl)-6,7-dihydropyrazolo[1,5-a]-pyrazin-5(4H)-yl)-(cyclobutyl)methanone NCCN(C)CC1=NN2C(CN(CC2)C(=O)C2CCC2)=C1C1CCC(CC1)(COC)COC